(+)-8-SEC-BUTYLQUINOLINE C(C)(CC)C=1C=CC=C2C=CC=NC12